N-(5-(cyanomethyl)-1-phenyl-1,2,3,4-tetrahydroquinolin-3-yl)acrylamide C(#N)CC1=C2CC(CN(C2=CC=C1)C1=CC=CC=C1)NC(C=C)=O